sodium (2S,5R)-7-oxo-2-(N-(pyridin-3-ylsulfonyl) carbamimidoyl)-1,6-diazabicyclo[3.2.1]octan-6-yl sulfate S(=O)(=O)(ON1[C@@H]2CC[C@H](N(C1=O)C2)C(NS(=O)(=O)C=2C=NC=CC2)=N)[O-].[Na+]